5-isocyanato-1-isocyanatomethyl-1,3,3-trimethyl-cyclohexane N(=C=O)C1CC(CC(C1)(C)CN=C=O)(C)C